N-(4-(4-amino-1-methyl-7-(1-(1,2,2-trimethylpiperidin-4-yl)-1H-pyrazol-4-yl)-1H-pyrazolo[4,3-c]pyridin-3-yl)-2-((S)-1-(4-chloro-phenyl)ethoxy)phenyl)-1,1-difluoro-methanesulfonamide NC1=NC=C(C2=C1C(=NN2C)C2=CC(=C(C=C2)NS(=O)(=O)C(F)F)O[C@@H](C)C2=CC=C(C=C2)Cl)C=2C=NN(C2)C2CC(N(CC2)C)(C)C